N-(4-hydroxybutyl)-5-(4-(trifluoromethyl)phenyl)-2-naphthamide OCCCCNC(=O)C1=CC2=CC=CC(=C2C=C1)C1=CC=C(C=C1)C(F)(F)F